1-methyl-3-pentyl-imidazolium iodine [I+].CN1C=[N+](C=C1)CCCCC